(E)-N-(4-((3-chloro-2-fluorophenyl)amino)-5-methoxyquinazolin-6-yl)-4-(dimethylamino)but-2-enamide ClC=1C(=C(C=CC1)NC1=NC=NC2=CC=C(C(=C12)OC)NC(\C=C\CN(C)C)=O)F